6-(4-tert-butoxycarbonylpiperazin-1-yl)-5-chloro-pyridine-3-carboxylic acid C(C)(C)(C)OC(=O)N1CCN(CC1)C1=C(C=C(C=N1)C(=O)O)Cl